(3-fluoro-5-(5-((1S,2R)-2-fluorocyclopropyl)-1,2,4-oxadiazol-3-yl)-2-methylphenyl)-7-morpholinoimidazo[1,2-a]pyridine-3-carboxamide FC=1C(=C(C=C(C1)C1=NOC(=N1)[C@H]1[C@@H](C1)F)C=1N=C2N(C=CC(=C2)N2CCOCC2)C1C(=O)N)C